CC=1C(=NNC1NC(CCC1=C(C=C(C(=C1)F)F)F)=O)C1=CC=NC=C1 N-(4-Methyl-3-(pyridin-4-yl)-1H-pyrazol-5-yl)-3-(2,4,5-trifluorophenyl)propanamide